(R)-4-(2-(1-hydroxyethyl)-6-(phenylsulfonyl)imidazo[4,5-d]Pyrrolo[2,3-b]Pyridin-1(6H)-yl)benzonitrile O[C@H](C)C1=NC=2C(=C3C(=NC2)N(C=C3)S(=O)(=O)C3=CC=CC=C3)N1C1=CC=C(C#N)C=C1